2-methoxyethyl (1R,5S)-8-((6-(4-fluorophenoxy)-pyridin-3-yl)-sulfonyl)-1-(hydroxy-carbamoyl)-3,8-diazabicyclo-[3.2.1]octane-3-carboxylate FC1=CC=C(OC2=CC=C(C=N2)S(=O)(=O)N2[C@]3(CN(C[C@@H]2CC3)C(=O)OCCOC)C(NO)=O)C=C1